2-methoxy-4-(tributylstannyl)pyrimidine COC1=NC=CC(=N1)[Sn](CCCC)(CCCC)CCCC